ClC1=CC=C(/C=C/C2=NN=C(S2)NC(C2=C(C=NC=C2)C2=C(C=CC=C2)OC)=O)C=C1 (E)-N-(5-(4-chlorostyryl)-1,3,4-thiadiazol-2-yl)-3-(2-methoxyphenyl)isonicotinamide